N-(3-methylpentane-2-yl)cyclohexane-1,3-diamine CC(C(C)NC1CC(CCC1)N)CC